2-chloro-N-(pyridin-2-yl)benzamide ClC1=C(C(=O)NC2=NC=CC=C2)C=CC=C1